NC=1N=C(C2=C(N1)C=NN2CC2=C(C=C(C(=O)O)C=C2)OC2CC2)NCCCC 4-((5-amino-7-(butylamino)-1H-pyrazolo[4,3-d]pyrimidin-1-yl)methyl)-3-cyclopropoxybenzoic acid